FC(OC1=C(C=C(C=C1)N1N=C(C(C1=O)C(=O)OC1=CC=C(C=C1)[N+](=O)[O-])C)C1=CC=NC=C1)F 4-nitrophenyl 1-(4-(difluoromethoxy)-3-(pyridin-4-yl)phenyl)-3-methyl-5-oxo-4,5-dihydro-1H-pyrazole-4-carboxylate